M-chloropropiophenone ClC=1C=C(C=CC1)C(CC)=O